6-[6-(Dimethylamino)pyridin-3-yl]-N-[(2R)-3-hydroxy-3-methylbutan-2-yl]-3-oxo-2,3-dihydropyridazine-4-carboxamide CN(C1=CC=C(C=N1)C=1C=C(C(NN1)=O)C(=O)N[C@H](C)C(C)(C)O)C